7-(3-{1-[(4-fluorocyclohexyl)methyl]-1H-pyrazol-4-yl}-6-methylpyridin-2-yl)quinoline FC1CCC(CC1)CN1N=CC(=C1)C=1C(=NC(=CC1)C)C1=CC=C2C=CC=NC2=C1